BrC1=CC2=C(N=C(N=C2)C=2C(=NC=NC2OC(F)F)C2CC2)N(C1=O)CC1=CC=C(C=C1)C=1N(C=C(N1)C(F)(F)F)C(C)C 6-bromo-2-[4-cyclopropyl-6-(difluoromethoxy)pyrimidin-5-yl]-8-({4-[1-isopropyl-4-(trifluoromethyl)imidazol-2-yl]phenyl}methyl)pyrido[2,3-d]pyrimidin-7-one